N-({(1r,4r)-4-[6-(4-{3-[4-chloro-3-(2,4-dioxo-1,3-diazinan-1-yl)benzoyl]-3-azaspiro[5.5]undecan-9-yl}piperazin-1-yl)-2H-indazol-2-yl]cyclohexyl}methyl)-3,5-difluoro-4-hydroxybenzamide ClC1=C(C=C(C(=O)N2CCC3(CC2)CCC(CC3)N3CCN(CC3)C=3C=CC2=CN(N=C2C3)C3CCC(CC3)CNC(C3=CC(=C(C(=C3)F)O)F)=O)C=C1)N1C(NC(CC1)=O)=O